CCOC(=O)COC1=C(C=C(C(=C1)N2C(=O)C(=C(C=N2)C(F)(F)F)C)F)Cl The molecule is an ethyl ester resulting from the formal condesnation of the carboxy group of flufenpyr with ethanol. It is used as a contact herbicide for the control of broad-leaved weeds. It acts as a protoporphyrinogen oxidase inhibitor, causing protoporphyrins to accumulate, damaging the membrane structure and cellular function. No longer approved for use in the European Union. It has a role as a herbicide, an agrochemical and an EC 1.3.3.4 (protoporphyrinogen oxidase) inhibitor. It is an ethyl ester, an aromatic ether, a pyridazinone, a member of monofluorobenzenes and a member of monochlorobenzenes. It derives from a flufenpyr.